FC(C)(F)C1=C(C=CC(=C1)F)C1=C(C=2C(=C3C=NN(C3=CC2)C2OCCCC2)S1)OC1=CC=C(C=C1)/C=C/CO (E)-3-(4-((2-(2-(1,1-difluoroethyl)-4-fluorophenyl)-6-(tetrahydro-2H-pyran-2-yl)-6H-thieno[2,3-E]indazol-3-yl)oxy)phenyl)prop-2-en-1-ol